CC(CCCCCCCCC)C1OCC2N1C(OC2)C(C)CCCCCCCCC 3,5-bis(undec-2-yl)dihydro-1H,3H,5H-oxazolo[3,4-c]oxazole